N[C@@H]1CN(C[C@H]1OC)C1=CC=C2C(=C1)COC21CN(C1)C[C@H]1CN(C[C@H](O1)C)C1=C2C=CC(=NC2=C(C=C1)C#N)[2H] 5-[(2S,6R)-2-[[6-[(3R,4R)-3-amino-4-methoxy-pyrrolidin-1-yl]spiro[1H-isobenzofuran-3,3'-azetidine]-1'-yl]methyl]-6-methyl-morpholin-4-yl]-2-deuterio-quinoline-8-carbonitrile